(1-((3-(1-Aminoethyl)phenyl)sulfonyl)-5-phenylpiperidin-3-yl)(1,1-dioxidothiomorpholino)methanone NC(C)C=1C=C(C=CC1)S(=O)(=O)N1CC(CC(C1)C1=CC=CC=C1)C(=O)N1CCS(CC1)(=O)=O